C1(CC1)C1=CC(=C(C(=O)O)C=C1C1=NOC2C1COC2)OC 4-cyclopropyl-2-methoxy-5-(3a,4,6,6a-tetrahydrofuro[3,4-d]isoxazol-3-yl)benzoic acid